FC(S(=O)(=O)O)(F)F.C[C@@H]1NCCC2(C1)OCCC1=C2C=CS1 (2'S)-2'-methyl-spiro[6,7-dihydrothieno[3,2-C]pyran-4,4'-piperidine] (trifluoromethanesulfonate)